6-(Benzyloxy)-2-(cyclopropylmethylene)-3,4-dihydronaphthalen-1(2H)-one C(C1=CC=CC=C1)OC=1C=C2CCC(C(C2=CC1)=O)=CC1CC1